4-nitro-3-(oxetan-3-ylmethoxy)-1-((2-(trimethylsilyl)ethoxy)methyl)-1H-pyrazole [N+](=O)([O-])C=1C(=NN(C1)COCC[Si](C)(C)C)OCC1COC1